2-amino-2,3-dihydro-1H-indene-2-carboxylic acid NC1(CC2=CC=CC=C2C1)C(=O)O